5-quinolinecarboxamidine HCl salt Cl.N1=CC=CC=2C(=CC=CC12)C(=N)N